C(C1CCCO1)OC(C=C)=O tetrahydrofurfurylacrylate